3-((3-hydroxyphenoxy)carbonyl)benzoic Acid OC=1C=C(OC(=O)C=2C=C(C(=O)O)C=CC2)C=CC1